C(C1=CC=CC=C1)SC1=NN(C(=C1)C(=O)OCC)C(C(=O)OCC)C1CC1 ethyl 3-(benzylthio)-1-(1-cyclopropyl-2-ethoxy-2-oxoethyl)-1H-pyrazole-5-carboxylate